3-(2,4-dichlorophenyl)-2-(((7-((3,4-dichlorophenyl)amino)-[1,2,4]triazolo[1,5-a]pyrimidin-5-yl)methyl)thio)-6-oxo-1,6-dihydropyrimidine-5-carbonitrile ClC1=C(C=CC(=C1)Cl)N1C(NC(C(=C1)C#N)=O)SCC1=NC=2N(C(=C1)NC1=CC(=C(C=C1)Cl)Cl)N=CN2